1-(1-(2-(1H-imidazol-1-yl)ethyl)-3-(2-methoxyethyl)-2,4-dioxo-1,2,3,4-tetrahydroquinazolin-6-yl)-3-(3-acetylphenyl)urea N1(C=NC=C1)CCN1C(N(C(C2=CC(=CC=C12)NC(=O)NC1=CC(=CC=C1)C(C)=O)=O)CCOC)=O